COCCOCCOCCOCCOCCOCCOCCC(=O)O 2,5,8,11,14,17,20-heptaoxatricosan-23-oic acid